(3-(2-(((trans-3-hydroxy-3-methylcyclobutyl)methyl)amino)-5-(trifluoromethyl)pyrimidin-4-yl)-1H-Indol-7-yl)dimethylphosphine oxide OC1(CC(C1)CNC1=NC=C(C(=N1)C1=CNC2=C(C=CC=C12)P(C)(C)=O)C(F)(F)F)C